ClC=1C(=CC=C2N=CC(=NC12)C1=CC(=NO1)CC1CCN(CC1)C(=O)OC(C)(C)C)O tert-butyl 4-[[5-(8-chloro-7-hydroxy-quinoxalin-2-yl)isoxazol-3-yl]methyl]piperidine-1-carboxylate